N2-(3-methyltetrahydrofuran-3-yl)-6-(4-pyridyl)pyridine-2,3-diamine CC1(COCC1)NC1=NC(=CC=C1N)C1=CC=NC=C1